6-((2-(6,8-dioxa-2-azaspiro[3.5]nonan-7-yl)ethyl)((2,3-dihydrobenzofuran-5-yl)methyl)amino)nicotinonitrile C1NCC12COC(OC2)CCN(C2=NC=C(C#N)C=C2)CC=2C=CC1=C(CCO1)C2